phosphonic acid bis(heptafluorobutyl) ester FC(C(COP(OCC(C(C(F)(F)F)(F)F)(F)F)=O)(F)F)(C(F)(F)F)F